tert-butyl (S)-3-((4-((3-chloro-4-(((R)-tetrahydrofuran-3-yl)methoxy)phenyl)amino)pyrido[3,2-d]pyrimidin-6-yl)oxy)pyrrolidine-1-carboxylate ClC=1C=C(C=CC1OC[C@H]1COCC1)NC=1C2=C(N=CN1)C=CC(=N2)O[C@@H]2CN(CC2)C(=O)OC(C)(C)C